ClC=1C(=C2C=NNC2=C(C1F)NC1CCC(CC1)NC(OC(C)(C)C)=O)C1=CC=2N(C=C1)N=C(C2)NC(=O)[C@H]2[C@H](C2)F tert-butyl (4-((5-chloro-6-fluoro-4-(2-((1S,2S)-2-fluorocyclopropane-1-carboxamido) pyrazolo[1,5-a]pyridin-5-yl)-1H-indazol-7-yl)amino)cyclohexyl)carbamate